1-(4-(1-(2-(4-(4-Fluoro-2,3-dimethylphenyl)cyclohexyl)ethyl)-1,4,5,6-tetrahydrocyclopenta[c]pyrazol-3-carbonyl)piperazin-1-yl)-2-hydroxyethan-1-on FC1=C(C(=C(C=C1)C1CCC(CC1)CCN1N=C(C2=C1CCC2)C(=O)N2CCN(CC2)C(CO)=O)C)C